FC1(C2CC(CC(C1)N2)OC2=CC=C(N=N2)C=2C=CC(=C1C=NNC21)C=2C=NNC2)F 7-[6-({6,6-difluoro-8-azabicyclo[3.2.1]octan-3-yl}oxy)pyridazin-3-yl]-4-(1H-pyrazol-4-yl)-1H-indazole